C1(=CC=CC=C1)\N=C/C=C/C=C/NC1=CC=CC=C1 N-((1E,3E,5Z)-5-(phenylimino)penta-1,3-dien-1-yl)aniline